2-Amino-2-(1-hexyl-1H-1,2,3-triazol-4-yl)propan-1,3-diol NC(CO)(CO)C=1N=NN(C1)CCCCCC